ClC1=C(C=C(C=C1)C(CC(=O)C1=CC=C(C=C1)OCCCC)=O)OC 1-(4-chloro-3-methoxyphenyl)-3-(4-n-butoxyphenyl)-1,3-propanedione